OC1=C(C=C2C(=C(C(N(C2=C1)C)=O)C#N)N1CCC(CC1)C=1OC2=C(N1)C=C(C=C2)C)C 7-hydroxy-1,6-dimethyl-4-[4-(5-methyl-1,3-benzooxazol-2-yl)piperidin-1-yl]-2-oxo-1,2-dihydroquinoline-3-carbonitrile